6-chloro-3-(3-chloropropyl)-1H-4,2,1-benzoxathiazine ClC=1C=CC2=C(OC(SN2)CCCCl)C1